[N+](=O)([O-])C1=C(C=CC(=C1)OC1CN(C1)C1COCC1)O 2-Nitro-4-((1-(tetrahydrofuran-3-yl)azetidin-3-yl)oxy)phenol